(2S,4S)-6-chloro-N-(3-{5-[(4-chloro-3-fluorophenoxy)methyl]-1,3,4-oxadiazol-2-yl}bicyclo[1.1.1]pentan-1-yl)-4-hydroxy-3,4-dihydro-2H-1-benzopyran-2-carboxamide ClC=1C=CC2=C([C@H](C[C@H](O2)C(=O)NC23CC(C2)(C3)C=3OC(=NN3)COC3=CC(=C(C=C3)Cl)F)O)C1